N,N-bis(3-(1H-imidazol-1-yl)propyl)-(triEthoxysilyl)methan-1-amine N1(C=NC=C1)CCCN(C[Si](OCC)(OCC)OCC)CCCN1C=NC=C1